5-bromo-4-ethyl-6'-methoxy-[3,3'-bipyridine]-6-amine BrC=1C(=C(C=NC1N)C=1C=NC(=CC1)OC)CC